NC=1C(=CC(=C(C#N)C1)OC)C 5-amino-2-methoxy-4-methylbenzonitrile